(4-(4-bromo-2,3-difluorophenyl)piperidin-1-yl)(pyrrolidin-1-yl)methanone BrC1=C(C(=C(C=C1)C1CCN(CC1)C(=O)N1CCCC1)F)F